NC=1N=C2N(C=C(C=C2)C=2SC=CC2C)C1C(=O)[C@H]1[C@H](C1)F (2-amino-6-(3-methylthiophene-2-yl)imidazo[1,2-a]pyridin-3-yl)((1s,2s)-2-fluorocyclopropyl)methanone